COC=1C=CC2=C(N=C(S2)C=2C=NC=CC2NC2CCNCC2)C1 3-(5-methoxybenzo[d]thiazol-2-yl)-N-(piperidin-4-yl)pyridin-4-amine